6-(hydroxymethyl)-5-methylnicotinonitrile OCC1=NC=C(C#N)C=C1C